3-(2-oxoethyl)pyrrolidine-1-carboxylic acid tert-butyl ester C(C)(C)(C)OC(=O)N1CC(CC1)CC=O